1,1,3,3-tetramethyl-2-isopropylguanidine CN(C(=NC(C)C)N(C)C)C